3-(bromomethyl)benzaldehyde BrCC=1C=C(C=O)C=CC1